3-[4-(methylsulfanyl)-3-nitrophenyl]prop-2-enoic acid CSC1=C(C=C(C=C1)C=CC(=O)O)[N+](=O)[O-]